N-[(3-bromophenyl)(phenyl)methyl]-2-methylpropane-2-sulfinamide BrC=1C=C(C=CC1)C(NS(=O)C(C)(C)C)C1=CC=CC=C1